4-methoxythieno[3,2-e]benzofuran-7-carboxylic acid COC1=CC2=C(C=3C=COC31)C=C(S2)C(=O)O